2,2-difluoroethyltriflate FC(COS(=O)(=O)C(F)(F)F)F